Titanium Pentoxide [O-2].[O-2].[O-2].[O-2].[O-2].[Ti+4]